(1S,2S)-2-({[(1R,2S,5R)-5-methyl-2-(propan-2-yl)cyclohexyl]oxy}carbonyl)cyclopropane-1-carboxylic acid C[C@@H]1CC[C@H]([C@@H](C1)OC(=O)[C@@H]1[C@H](C1)C(=O)O)C(C)C